(S)-(+)-(2,2-dimethyl-1,3-dioxolan-4-yl)methylamine CC1(OC[C@@H](O1)CN)C